tert-butyl 4-fluoro-5-(4-(5-(trifluoromethyl)pyrimidin-2-yl)piperazine-1-carbonyl)-3,6-dihydropyridine-1(2H)-carboxylate FC=1CCN(CC1C(=O)N1CCN(CC1)C1=NC=C(C=N1)C(F)(F)F)C(=O)OC(C)(C)C